8-(4-chlorophenyl)-3-methyl-6-[(2S,4R)-2-(1-methylpyrazol-4-yl)tetrahydropyran-4-yl]-2-(trifluoromethyl)pyrimido[5,4-d]pyrimidin-4-one ClC1=CC=C(C=C1)C1=NC(=NC2=C1N=C(N(C2=O)C)C(F)(F)F)[C@H]2C[C@H](OCC2)C=2C=NN(C2)C